3,7-dimethyl-nona-2,6-dienal CC(=CC=O)CCC=C(CC)C